O1COC2=C1C=CC(=C2)CN2C(N(C1=C(C2=O)CN(CC1)CC1=CC=CC=C1)C)=O 3-(Benzo[d][1,3]dioxol-5-ylmethyl)-6-benzyl-1-methyl-5,6,7,8-tetrahydropyrido[4,3-d]pyrimidine-2,4(1H,3H)-dione